9-(3-fluoro-5-bromo-phenyl)-9H-carbazole FC=1C=C(C=C(C1)Br)N1C2=CC=CC=C2C=2C=CC=CC12